C(=O)(O)CN1CCN(CCN(C[C@@H](N(CC1)CC(=O)[O-])CC1=CC=C(C=C1)OCCOCC)CC(=O)[O-])CC(=O)[O-].[Gd+3] Gadolinium 2,2',2''-{(2s)-10-(carboxymethyl)-2-[4-(2-ethoxyethoxy)benzyl]-1,4,7,10-tetraazacyclododecane-1,4,7-triyl}triacetate